4-(IMIDAZO[1,2-A]PYRIDIN-3-YL)-N-(PYRIDIN-3-YL)PYRIMIDIN-2-AMIN N=1C=C(N2C1C=CC=C2)C2=NC(=NC=C2)NC=2C=NC=CC2